C=NNC1=NC=CC=C1 2-(2-methylenehydrazino)pyridine